(R)-N-(5-((5-(4-acryloyl-3-isopropyl-1,4-diazepane-1-carbonyl)-4-methoxy-2-methylphenyl)thio)thiazol-2-yl)cyclopropanecarboxamide C(C=C)(=O)N1[C@@H](CN(CCC1)C(=O)C=1C(=CC(=C(C1)SC1=CN=C(S1)NC(=O)C1CC1)C)OC)C(C)C